4-(5-chloro-2H-benzotriazol-2-yl)-3-hydroxyphenyl 2-methyl-2-propenoate CC(C(=O)OC1=CC(=C(C=C1)N1N=C2C(=N1)C=CC(=C2)Cl)O)=C